OC1C(=C(C(C(C1CC=C(CCC=C(CCCC(C)(C)OC)C)C)C)=O)OC)OC 4-hydroxy-2,3-dimethoxy-5-(11-methoxy-3,7,11-trimethyldodeca-2,6-dienyl)-6-methylcyclohex-2-enone